FC=1C=C2CCNC2=CC1OC(F)(F)F 5-fluoro-6-(trifluoromethoxy)indoline